2-(methylthio)-4-((3-nitrophenyl)amino)pyrimidine-5-carbonyl chloride CSC1=NC=C(C(=N1)NC1=CC(=CC=C1)[N+](=O)[O-])C(=O)Cl